[Si](C)(C)(C(C)(C)C)OCC(C)=O 1-((tert-butyldimethylsilyl)oxy)propan-2-one